(4-Fluoro-2-methoxyphenyl)(1-fluorocyclopropyl)methanol FC1=CC(=C(C=C1)C(O)C1(CC1)F)OC